5-Methoxy-N-[2-(pyridin-3-yl)-1,3-benzoxazol-5-yl]pyridine-2-carboxamide COC=1C=CC(=NC1)C(=O)NC=1C=CC2=C(N=C(O2)C=2C=NC=CC2)C1